(3R,4S)-4-[1-[1-(2,6-dioxo-3-piperidinyl)-3-methyl-2-oxo-benzimidazol-4-yl]azetidin-3-yl]oxy-3-fluoro-piperidine-1-carboxylic acid tert-butyl ester C(C)(C)(C)OC(=O)N1C[C@H]([C@H](CC1)OC1CN(C1)C1=CC=CC=2N(C(N(C21)C)=O)C2C(NC(CC2)=O)=O)F